2-[(4-vinylphenyl)methoxy]ethanol C(=C)C1=CC=C(C=C1)COCCO